C(C)OC[C@H]1N(CC(C1)C1=CC=C(C=C1)C(F)(F)F)C1=CC=C(C=N1)N 6-((2S)-2-(ethoxymethyl)-4-(4-(trifluoromethyl)phenyl)pyrrolidin-1-yl)pyridin-3-amine